N-(3-chloro-5-(methylsulfonamido)phenyl)-1-oxo-1,2-dihydropyrrolo[1,2-a]pyrazine-7-carboxamide ClC=1C=C(C=C(C1)NS(=O)(=O)C)NC(=O)C=1C=C2N(C=CNC2=O)C1